(R)-2-methyl-3-(1-((4-methyl-7-(methylamino)-6-(morpholine-4-carbonyl)phthalazin-1-yl)amino)ethyl)benzonitrile CC1=C(C#N)C=CC=C1[C@@H](C)NC1=NN=C(C2=CC(=C(C=C12)NC)C(=O)N1CCOCC1)C